BrC=1C=NC(=NC1)C1(CC(C1)(C(F)F)O[Si](C)(C)C(C)(C)C)O (1s,3s)-1-(5-bromopyrimidin-2-yl)-3-[(tert-butyldimethylsilyl)oxy]-3-(difluoromethyl)cyclobutan-1-ol